FC(C1CCC(CC1)NC(=O)C1CCN(CC1)C(=O)C1=NNC(=C1)C1=CC(=NC=C1)OC)F N-((1s,4s)-4-(difluoromethyl)cyclohexyl)-1-(5-(2-methoxypyridin-4-yl)-1H-pyrazole-3-carbonyl)piperidine-4-carboxamide